BrC=1C=C2C3(CN(C2=CC1)C(=O)C1=CC(=CC=C1)S(=O)(=O)N1CCC(CC1)(F)F)CCC1(CC3)CC1 (5''-bromodispiro[cyclopropane-1,1'-cyclohexane-4',3''-indolin]-1''-yl)(3-((4,4-difluoropiperidin-1-yl)sulfonyl)phenyl)methanone